CC=1C(C=NNC1)C1=NC=CC=N1 2-(5-methyl-1,4-dihydropyridazin-4-yl)pyrimidine